FC(CF)(F)C1=CC=C(C=C1)S(=O)(=O)Cl 4-(1,1,2-trifluoroethyl)benzenesulfonyl chloride